N-(4-{[((3S)-oxolan-3-yl)carbonylamino]methyl}phenyl){[(4-chlorophenyl)methyl]amino}carboxamide O1C[C@H](CC1)C(=O)NCC1=CC=C(C=C1)NC(=O)NCC1=CC=C(C=C1)Cl